BrC1=C2C(N3C(=NC2=CC=C1)C(C1=CC(=CC=C13)[N+](=O)[O-])=O)=O 1-bromo-8-nitroindolo[2,1-b]quinazoline-6,12-dione